2-aminobenzyl-amine NC1=C(CN)C=CC=C1